[C@H]1([C@@H](O)[C@@H](O)[C@H](O)[C@H](O1)CO)OC1=CC(=C(OC=2C=C(C=CC2)NC(C)=O)C=C1C)[N+](=O)[O-] N-(3-[4-(α-D-mannopyranosyloxy)-5-methyl-2-nitrophenoxy]phenyl)acetamide